ClC=1C=C(C=CC1Cl)C=1N=C(SC1SCC)N1N=C(C(=C1C(=O)O)CC1=C(C=CC=C1)[N+](=O)[O-])C 1-(4-(3,4-dichlorophenyl)-5-(ethylsulfanyl)thiazol-2-yl)-3-methyl-4-(2-nitrobenzyl)-1H-pyrazole-5-carboxylic acid